[Cl-].CC=1C=C(C=C(C1)C)[C@@H](C)C1(C(C(=CC=C1)[C@H](C)C1=CC(=CC(=C1)C)C)N1CN(CC1)C1C(C=CC=C1[C@H](C)C1=CC(=CC(=C1)C)C)([C@H](C)C1=CC(=CC(=C1)C)C)C)C 1,3-bis(2,6-bis((R)-1-(3,5-dimethylphenyl)ethyl)-2-methylphenyl)-4,5-dihydro-1H-imidazole chloride